C(C1=CC=CC=C1)(=O)C=1C=C(C=CC1)C(C(=O)[O-])C.NC(=[NH2+])N guanidinium 2-(3-benzoylphenyl)propionic acid salt